(8E)-cyclohexadec-8-en-1-one C1(CCCCCC\C=C\CCCCCCC1)=O